7-(4-hydroxybutyl)-15,15-dimethyl-17-pentyl-14,16,18-trioxa-7-aza-15-silaoctacosyl 2-hexyldecanoate C(CCCCC)C(C(=O)OCCCCCCN(CCCCCCO[Si](OC(OCCCCCCCCCC)CCCCC)(C)C)CCCCO)CCCCCCCC